7-[(1S)-1-[(2r,4r)-2-(amino-methyl)-6-oxo-5-oxa-7-azaspiro[3.4]octan-7-yl]ethyl]-1H-indole-2-carboxylic acid NCC1CC2(C1)OC(N(C2)[C@@H](C)C=2C=CC=C1C=C(NC21)C(=O)O)=O